C(C1=CC=CC=C1)N1CCC2(CC1)CCC(CC2)SC=2C=C1CN(C(C1=CC2)=O)C2C(NC(CC2)=O)=O 3-(5-((3-benzyl-3-azaspiro[5.5]undecan-9-yl)thio)-1-oxoisoindol-2-yl)piperidine-2,6-dione